ClC1=C(C=CC=C1)N1C(N=C(C2=C1C=C(S2)C(C)(F)F)NC)=O (2-chlorophenyl)-6-(1,1-difluoroethyl)-4-(methylamino)thieno[3,2-d]pyrimidin-2(1H)-one